5-(2-chlorophenyl)-3-(phenoxycarbonylamino)thiophene-2-carboxylic acid methyl ester COC(=O)C=1SC(=CC1NC(=O)OC1=CC=CC=C1)C1=C(C=CC=C1)Cl